C(C)SC(CC1CC(C(C(C1)=O)C(CC)=O)=O)C 5-[2-(ethylsulfanyl)propyl]-2-(1-oxopropyl)-1,3-cyclohexanedione